(S)-Tributyl(1-(2,6-dimethylphenyl)ethoxy)silane C(CCC)[Si](O[C@@H](C)C1=C(C=CC=C1C)C)(CCCC)CCCC